FC1=CC=C2NC3(CCCCC3=CC2=C1)C 7-Fluoro-4a-methyl-1,2,3,4,4a,10-hexahydroacridine